tert-Butyl 2-chloro-6-[3-[[(1S,4R)-norbornan-2-yl]methoxy]pyrazol-1-yl]pyridine-3-carboxylate ClC1=NC(=CC=C1C(=O)OC(C)(C)C)N1N=C(C=C1)OCC1[C@H]2CC[C@@H](C1)C2